C1(CC1)C=1N=NN(C1)[C@H](C(=O)N1[C@@H](C[C@H](C1)O)C(=O)N[C@H]1[C@@](C1)(C)OC(C)C)C(C)(C)C (2S,4r)-1-[(2S)-2-(4-cyclopropyl-triazol-1-yl)-3,3-dimethyl-butyryl]-4-hydroxy-N-[(1r,2S)-2-isopropoxy-2-methyl-cyclopropyl]pyrrolidine-2-carboxamide